NC1(CCC(CC1)C1CC12N(CCC(C2)C(=O)N)C(=O)C2=NNC(=C2)C2=CC(=NC=C2F)OC)C(F)(F)F ((1r,4S)-4-amino-4-(trifluoromethyl)cyclohexyl)-4-(5-(5-fluoro-2-methoxypyridin-4-yl)-1H-pyrazole-3-carbonyl)-4-azaspiro[2.5]octane-7-carboxamide